ClC1=CC(=C2C(C(=CN(C2=N1)C1=NC(=NS1)C1=NC=CN=C1)C(=O)O)=O)C 7-chloro-5-methyl-4-oxo-1-[3-(pyrazin-2-yl)-1,2,4-thiadiazol-5-yl]-1,4-dihydro-1,8-naphthyridine-3-carboxylic acid